CO[Si](CCCNCCNCC1=CC=CC=C1)(OC)OC N-(2-N-Benzylaminoethyl)-3-aminopropyltrimethoxysilane